trans-aminocyclopentane-3-carboxylic acid N[C@@H]1C[C@H](CC1)C(=O)O